O[C@@]1([C@H](CCC1)N1C(C(=CC2=C1N=C(N=C2)NC2C(CN(CC2([2H])[2H])S(=O)(=O)C([2H])([2H])[2H])([2H])[2H])C([2H])([2H])[2H])=O)C (+)-8-((1S,2S)-2-hydroxy-2-methylcyclopentyl)-6-(methyl-d3)-2-((1-((methyl-d3)sulfonyl)piperidin-4-yl-3,3,5,5-d4)-amino)pyrido[2,3-d]pyrimidin-7(8H)-one